CN1N=C(C=C1C=1C=2N(C(=NC1)N(C(OC(C)(C)C)=O)CC1=C(C=CC3=C1CCO3)F)C=C(N2)C(C(F)(F)F)O)C tert-butyl (8-(1,3-dimethyl-1H-pyrazol-5-yl)-2-(2,2,2-trifluoro-1-hydroxyethyl)imidazo[1,2-c]pyrimidin-5-yl)((5-fluoro-2,3-dihydrobenzofuran-4-yl)methyl)carbamate